tert-butyl (3S,4S)-3-(4-((2-(difluoromethoxy)ethyl)amino)-2-fluoro-5-nitrobenzamido)-4-fluoropiperidine-1-carboxylate FC(OCCNC1=CC(=C(C(=O)N[C@H]2CN(CC[C@@H]2F)C(=O)OC(C)(C)C)C=C1[N+](=O)[O-])F)F